BrC=1C=C2C(OCC=3C=C(N=CC3C=3C=CC(=C(NS(C(C1O)=C2)(=O)=O)C3)OC)OC)=O 13-bromo-14-hydroxy-5,19-dimethoxy-16,16-dioxo-9-oxa-16λ6-thia-4,17-diazatetracyclo[16.3.1.111,15.02,7]tricosa-1(22),2(7),3,5,11,13,15(23),18,20-nonaen-10-one